ClC(C(C)C)(Cl)Cl trichloro-2-methylpropane